CC1=C(OC(C(=O)[O-])(C)C)C(=CC(=C1)C)C(C)(C)C 2-(2,4-dimethyl-6-tert-butylphenoxy)-2-methylpropionate